Cl.Cl.N(=NC(C)(C)C=1N(CCN1)CCO)C(C)(C)C=1N(CCN1)CCO 2,2'-azobis(2-[1-(2-hydroxyethyl)-2-imidazolin-2-yl]propane) dihydrochloride